C1(=CC=C(C=C1)CN(C(=O)[C@H]1CN(CCC1)C=1C=C(OC(C(=O)N2CCN(CC2)C(=O)OC(C)(C)C)(C)C)C=CC1)C1CC1)C1=CC=CC=C1 tert-butyl (R)-4-(2-(3-(3-(([1,1'-biphenyl]-4-ylmethyl)(cyclopropyl)carbamoyl) piperidin-1-yl)phenoxy)-2-methylpropanoyl)piperazine-1-carboxylate